FC(C(=O)O)(F)F.ClC=1C(=NC(=NC1)NC1=C(C(=C(C=C1)OCCOC)OCCOC)F)NC=1C=CC2=C(NC(O2)=O)C1 5-(5-chloro-2-(2-fluoro-3,4-bis(2-methoxyethoxy)phenylamino)pyrimidin-4-ylamino)benzo[d]oxazol-2(3H)-one trifluoroacetate salt